CC1(CN(CC2=CC=CC=C12)C(=O)C=1C=C(C=CC1)N1C2(OC3=C(C(NC1=O)C2)C=C(C=C3)C3=COC=C3)C)C 3-(3-(4,4-Dimethyl-1,2,3,4-tetrahydroisoquinoline-2-carbonyl)phenyl)-8-(furan-3-yl)-2-methyl-5,6-dihydro-2H-2,6-methanobenzo[g][1,3,5]oxadiazocin-4(3H)-one